chloropropylethyl-ethoxysilane ClCCC[SiH](OCC)CC